3-(4-(2-((1-(Methylsulfonyl)piperidin-4-yl)amino)-5-(trifluoromethyl)pyrimidin-4-yl)-1H-imidazol-1-yl)-6-(trifluoromethyl)picolinonitrile CS(=O)(=O)N1CCC(CC1)NC1=NC=C(C(=N1)C=1N=CN(C1)C=1C(=NC(=CC1)C(F)(F)F)C#N)C(F)(F)F